tert-butyl N-[(1S)-1-[5-[2-[3-[2-(2-hydroxyethoxy)ethoxy] propyl]-6-(trifluoromethyl)-4-pyridyl]-4-methyl-2-pyridyl]ethyl]carbamate OCCOCCOCCCC1=NC(=CC(=C1)C=1C(=CC(=NC1)[C@H](C)NC(OC(C)(C)C)=O)C)C(F)(F)F